N-[(1R)-1-benzyl-3,3,3-trifluoro-1-methyl-propyl]quinoline-3-carboxamide C(C1=CC=CC=C1)[C@@](CC(F)(F)F)(C)NC(=O)C=1C=NC2=CC=CC=C2C1